ClC1=C(C=CC=C1)[C@@H](C)OC(=O)NC1=C(N=NN1C)C1CCN(CC1)C1=CC=C(C=C1)C1(CC1)C(=O)NS(=O)(=O)C1(CC1)C(=O)O 1-[[1-[4-[4-[5-[[(1R)-1-(2-chlorophenyl)ethoxy]carbonylamino]-1-methyl-triazol-4-yl]-1-piperidyl]phenyl]cyclopropanecarbonyl]sulfamoyl]cyclopropanecarboxylic acid